2-[1-[4-[[(3R)-2,6-dioxo-3-piperidyl]amino]-2-fluoro-phenyl]-4-hydroxy-4-piperidyl]acetic acid O=C1NC(CC[C@H]1NC1=CC(=C(C=C1)N1CCC(CC1)(O)CC(=O)O)F)=O